ClC1=C(NC2=CC=C(C(=C12)Cl)F)C(=O)N1C[C@H]2OCCN[C@H]2C1 (3,4-dichloro-5-fluoro-1H-indol-2-yl)((4aS,7aR)-hexahydropyrrolo[3,4-b][1,4]oxazin-6(2H)-yl)methanone